N4-(3-Oxo-1-propenyl)-2'-deoxycytidine O=CC=CNC1=NC(N([C@H]2C[C@H](O)[C@@H](CO)O2)C=C1)=O